N-[(1R)-1-(dicyclopropylmethyl)-2-[[5-(3,5-dimethyl-1H-pyrazol-4-yl)-6-fluoro-2-pyridyl]amino]-2-oxo-ethyl]-2-ethyl-pyrazole-3-carboxamide C1(CC1)C([C@H](C(=O)NC1=NC(=C(C=C1)C=1C(=NNC1C)C)F)NC(=O)C=1N(N=CC1)CC)C1CC1